4-fluorobenzoic acid-(docosahexenamidoethyl) ester C(C=CC=CC=CC=CC=CC=CCCCCCCCCC)(=O)NCCOC(C1=CC=C(C=C1)F)=O